(2E)-OCTADEC-2-ENAL C(\C=C\CCCCCCCCCCCCCCC)=O